N1C=NC=C1C(C)=O 1-(1H-imidazol-5-yl)ethan-1-one